NC1CC(C1)NC(=O)C1=C(C=C(C=C1)NC(=O)C=1N(C(=CN1)C=1C(=NC(=C(C1)F)N(C)C)F)C)Cl N-[4-[(3-aminocyclobutyl)carbamoyl]-3-chloro-phenyl]-5-[6-(dimethylamino)-2,5-difluoro-3-pyridyl]-1-methyl-imidazole-2-carboxamide